C(C)(C)(C)OC([C@@H](CC1=CC(=CC(=C1)C)O)[C@@H]1CN(CC1)C(=O)OC(C)(C)C)=O tert-Butyl (3R)-3-[(1S)-2-tert-butoxy-1-[(3-hydroxy-5-methyl-phenyl)methyl]-2-oxo-ethyl]pyrrolidine-1-carboxylate